O1C(OCC1)CC(=O)NC=1C=CC(=NC1)C=1N=NN(C1NC(O[C@H](C)C=1C(=NC=CC1)Cl)=O)C (R)-1-(2-chloropyridin-3-yl)ethyl (4-(5-(2-(1,3-dioxolan-2-yl)acetamido)pyridin-2-yl)-1-methyl-1H-1,2,3-triazol-5-yl)carbamate